(tert-butyldimethylsilyloxy)piperidine [Si](C)(C)(C(C)(C)C)ON1CCCCC1